NC=1C(=C(C=CC1)C1=NN(C(=C1)P(CC)(CC)=O)C)OC (3-(3-amino-2-methoxyphenyl)-1-methyl-1H-pyrazol-5-yl)diethylphosphine oxide